N-(3-(5-fluoropyrimidin-2-yl)-4-methylphenyl)-3-methyl-1-(2-(methylamino)-2-oxoethyl)-6-azabicyclo[3.1.1]heptane-6-carboxamide FC=1C=NC(=NC1)C=1C=C(C=CC1C)NC(=O)N1C2CC(CC1(C2)CC(=O)NC)C